P(=S)(OC(C)(C)C)(OC(C)(C)C)[O-] di-tert-butyl thiophosphate